(2R,3R,3aS,6S,6aR)-6-[(2-amino-3,8-difluoroquinolin-7-yl)methyl]-2-(4-amino-7H-pyrrolo[2,3-d]pyrimidin-7-yl)hexahydro-3aH-cyclopenta[b]furan-3,3a-diol NC1=NC2=C(C(=CC=C2C=C1F)C[C@@H]1CC[C@]2([C@@H]1O[C@H]([C@@H]2O)N2C=CC1=C2N=CN=C1N)O)F